ethyl 4-(3-(((2R,3R,4R,5R,6R)-3,5-dihydroxy-6-(hydroxymethyl)-4-(4-(3,4,5-trifluorophenyl)-1H-1,2,3-triazol-1-yl)tetrahydro-2H-pyran-2-yl)methyl)isoxazol-5-yl)piperidine-1-carboxylate O[C@H]1[C@H](O[C@@H]([C@@H]([C@@H]1N1N=NC(=C1)C1=CC(=C(C(=C1)F)F)F)O)CO)CC1=NOC(=C1)C1CCN(CC1)C(=O)OCC